ClC=1C(=NC(=NC1)C1CCCCC1)C=1C=NN(C1CC1CC1)C (5-chloro-4-(5-(cyclopropylmethyl)-1-methyl-1H-pyrazol-4-yl)pyrimidin-2-yl)cyclohexane